2,4-dimethyl-3-chloromethyl-6-tert-butyl-phenol CC1=C(C(=CC(=C1CCl)C)C(C)(C)C)O